N(C(=N)N)CCCN[C@@H](CCCNC(N)=N)C(=O)O 3-guanidinopropan-1-yl(arginine)